C1C(CC12CCNCC2)N2CC(C2)N2CCC(CC2)N2N=C(C=1C2=NC=NC1N)C1=CC=C(C=C1)OC1=CC=CC=C1 1-(1-(1-(7-azaspiro[3.5]non-2-yl)azetidin-3-yl)piperidin-4-yl)-3-(4-phenoxyphenyl)-1H-pyrazolo[3,4-d]pyrimidin-4-amine